CN(C)CCNC 2-methyl-2,5-diazahexane